tert-Butyl 4-amino-4,5,6,7-tetrahydroindole-1-carboxylate NC1C=2C=CN(C2CCC1)C(=O)OC(C)(C)C